FC(C(=O)O)(F)F.ClC1=CC(=C(COC2=NC=C(C(=N2)N2CCC3(CC3C3=NC4=C(N3CCN3N=CN=C3)C=C(C=C4)C(=O)O)CC2)F)C=C1)F 2-(6-{2-[(4-chloro-2-fluorobenzyl)oxy]-5-fluoropyrimidin-4-yl}-6-azaspiro[2.5]oct-1-yl)-1-[2-(1H-1,2,4-triazol-1-yl)ethyl]-1H-benzimidazole-6-carboxylic acid, trifluoroacetate salt